ClC=1C=C2C(=C(C(=NC2=CC1)C)CC=O)C 6-chloro-2,4-dimethyl-3-quinolineethanone